C1(=CC=CC=C1)C1=C(C2=C([Se]C3=C2C=CC=C3)C=C1)C1=NN=NC(=C1C1=NC3=C(C(=C1C)C)C=1C=CC=CC1C3)C3=CC=CC=C3 (phenyl)[(phenyl)(dimethylindenopyridyl)triazineyl]dibenzoselenophene